[K].C(C)(C)(C)OC(=O)N1CCN(CCC1)C[B-](F)(F)F.[H+] ((4-(tert-butoxycarbonyl)-1,4-diazepan-1-yl)methyl)trifluoroboric acid potassium salt